FC1([C@H]2CC=3C(=NNC3C[C@]21C)C(=O)NC=2C=NN(C2)C2CCC(CC2)C(=O)OC)F methyl (1R,4R)-4-{4-[(4aS,5aR)-5,5-difluoro-5a-methyl-1H,4H,4aH,5H,5aH,6H-cyclopropa[f]indazole-3-amido]-1H-pyrazol-1-yl}cyclohexane-1-carboxylate